C(C1=CC=CC=C1)OC1=C(C=C(C=C1)C(C1=C(C=CC=C1)O)N1CCN(CC1)C1=CC=C(C=C1)OC)F 2-((4-(benzyloxy)-3-fluorophenyl)(4-(4-methoxyphenyl)piperazin-1-yl)methyl)phenol